(R)-4-nitrophenyl (1-phenyl ethyl) carbonate C(OC1=CC=C(C=C1)[N+](=O)[O-])(O[C@H](C)C1=CC=CC=C1)=O